(2-((2-Chloro-5-(trifluoromethyl)pyrimidin-4-yl)amino)phenyl)dimethylphosphine oxide ClC1=NC=C(C(=N1)NC1=C(C=CC=C1)P(C)(C)=O)C(F)(F)F